2-ethynyloxetane C(#C)C1OCC1